FC=1C=C(C=CC1N1CCN(CC1)C)NC=1N=CC2=C(N1)N(C=C2)C[C@@H]2OCCC2 (R)-N-(3-Fluoro-4-(4-methylpiperazin-1-yl)phenyl)-7-((tetrahydrofuran-2-yl)methyl)-7H-pyrrolo[2,3-d]pyrimidin-2-amine